OC1(COC1)C1=CC=C(C=C1)C(=O)N1CCC(CC1)C1=C(C=CC=C1)C(F)(F)F (4-(3-hydroxyoxetan-3-yl)phenyl)(4-(2-(trifluoromethyl)phenyl)piperidin-1-yl)methanone